N-(4-(2-(4-fluoro-6-methoxypyridin-3-yl)propyl)-6-(((R)-1-hydroxy-4-methylpent-2-yl)amino)-1,3,5-triazin-2-yl)methanesulfonamide FC1=C(C=NC(=C1)OC)C(CC1=NC(=NC(=N1)N[C@@H](CO)CC(C)C)NS(=O)(=O)C)C